bis(2-fluorophenyl)diethynylsilane FC1=C(C=CC=C1)[Si](C#C)(C#C)C1=C(C=CC=C1)F